CC1N(CCC(C1)C1=C(C=NN1C1COC1)C)C(=O)[O-] 2-methyl-4-(4-methyl-1-(oxetan-3-yl)-1H-pyrazol-5-yl)piperidine-1-carboxylate